(1R,2R,3S,4R,5S)-4-(4-amino-7H-pyrrolo[2,3-d]pyrimidin-7-yl)-1-(2-(2-aminoquinolin-7-yl)propyl)bicyclo[3.1.0]hexane-2,3-diol NC=1C2=C(N=CN1)N(C=C2)[C@H]2[C@@H]([C@@H]([C@@]1(C[C@H]21)CC(C)C2=CC=C1C=CC(=NC1=C2)N)O)O